2-{[8-(3-methyl-1H-indazol-5-yl)-3-oxo-1H,2H,3H-benzo[e]isoindol-2-yl]methyl}prop-2-enamide CC1=NNC2=CC=C(C=C12)C=1C=CC2=C(C=3CN(C(C3C=C2)=O)CC(C(=O)N)=C)C1